FC=1C(=C(C(=C2C(=C(C(=C(C12)[B-](C1=C(C(=C(C2=C(C(=C(C(=C12)F)F)F)F)F)F)F)(C1=C(C(=C(C2=C(C(=C(C(=C12)F)F)F)F)F)F)F)C1=C(C(=C(C2=C(C(=C(C(=C12)F)F)F)F)F)F)F)F)F)F)F)F)F.C[NH+](C1=CC=CC=C1)C N,N-dimethylanilinium tetrakis(heptafluoronaphthyl)borate